FC=1C=C(C(=NC1)C(C(F)(F)F)OC)OC 5-Fluoro-3-methoxy-2-(2,2,2-trifluoro-1-methoxy-ethyl)pyridine